CN1CCC(CC1)OC(=O)NN 1-methylpiperidin-4-ylhydrazinecarboxylate